C(C)(C)(C)OC(=O)N1CC(C(CC1)C=1C=NC(=CC1)Br)C 4-(6-bromo-3-pyridinyl)-3-methyl-piperidine-1-carboxylic acid tert-butyl ester